C1=CC=CC=2C3=CC=CC=C3C(C12)COC(=O)N(C(C(=O)O)COC)C 2-[9H-Fluoren-9-ylmethoxycarbonyl(methyl)amino]-3-methoxypropanoic acid